p-vinylbenzylpyrrolidine C(=C)C1=CC=C(CN2CCCC2)C=C1